BrC=1C=CC(=NC1)C(CC1=NN(C=C1)C(F)F)N1N=CC(=C1)C1=CC=C(C(=O)OC(C)(C)C)C=C1 tert-Butyl 4-(1-(1-(5-bromopyridin-2-yl)-2-(1-(difluoromethyl)-1H-pyrazol-3-yl)ethyl)-1H-pyrazol-4-yl)benzoate